N-(2,2'-dichloro-3'-(5-(((R)-3-hydroxypyrrolidin-1-yl)methyl)picolinamido)-[1,1'-biphenyl]-3-yl)-4-(4-hydroxypiperidin-1-yl)-4,5,6,7-tetrahydropyrazolo[1,5-a]pyridine-2-carboxamide ClC1=C(C=CC=C1NC(=O)C1=NN2C(C(CCC2)N2CCC(CC2)O)=C1)C1=C(C(=CC=C1)NC(C1=NC=C(C=C1)CN1C[C@@H](CC1)O)=O)Cl